The molecule is a purine ribonucleoside 5'-monophosphate having adenine as the nucleobase. It has a role as an EC 3.1.3.11 (fructose-bisphosphatase) inhibitor, an EC 3.1.3.1 (alkaline phosphatase) inhibitor, an adenosine A1 receptor agonist, a nutraceutical, a micronutrient, a fundamental metabolite and a cofactor. It is an adenosine 5'-phosphate and a purine ribonucleoside 5'-monophosphate. It is a conjugate base of an adenosine 5'-monophosphate(1+). It is a conjugate acid of an adenosine 5'-monophosphate(2-). C1=NC(=C2C(=N1)N(C=N2)[C@H]3[C@@H]([C@@H]([C@H](O3)COP(=O)(O)O)O)O)N